N-[[6-(3,5-Dichlorophenoxy)-2-pyridyl]sulfonyl]-2-(2,2,4-trimethylpyrrolidin-1-yl)pyridin-3-carboxamid ClC=1C=C(OC2=CC=CC(=N2)S(=O)(=O)NC(=O)C=2C(=NC=CC2)N2C(CC(C2)C)(C)C)C=C(C1)Cl